2-(2,5-diaminophenyl)ethanol sulfate S(=O)(=O)(O)OCCC1=C(C=CC(=C1)N)N